C1(CCC1)N1CCC(CC1)S(=O)(=O)N(C1=CC=CC=C1)CC1=NC=C(C=C1)C(=O)NN 1-cyclobutyl-N-((5-(hydrazinecarbonyl)pyridin-2-yl)methyl)-N-phenylpiperidine-4-sulfonamide